pyrrolo[2,1-c][1,4]oxazin C1OC=CN2C1=CC=C2